sulfanylether SOS